2-((1R,7S,8r)-4-((2-(3,5-dichloro-phenyl)-6-((2-(4-methylpiperazin-1-yl)pyrimidin-5-yl)oxy)pyridin-4-yl)methyl)-4-azabicyclo[5.1.0]octan-8-yl)acetic acid ClC=1C=C(C=C(C1)Cl)C1=NC(=CC(=C1)CN1CC[C@H]2C([C@H]2CC1)CC(=O)O)OC=1C=NC(=NC1)N1CCN(CC1)C